[Cl-].[Cl-].ClC=1C=C(C=CC1)C(=[Zr+2](C1=C(C=CC=2C3=CC=C(C=C3CC12)C(C)(C)C)C(C)(C)C)C1C=CC=C1)C1=CC(=CC=C1)Cl di(m-chlorophenyl)methylene(cyclopentadienyl)(2,7-di-t-butylfluorenyl)zirconium dichloride